NC1=NN2C(N=C(C(=C2)F)Cl)=C1C(=O)OCC Ethyl 2-Amino-5-chloro-6-fluoropyrazolo[1,5-a]pyrimidine-3-carboxylate